3-(8-(4-((1R,5S)-3,8-diazabicyclo[3.2.1]octan-3-yl)-2-(((S)-1-methylpyrrolidin-2-yl)methoxy)-5,8-dihydropyrido[3,4-d]pyrimidin-7(6H)-yl)naphthalen-1-yl)propanenitrile [C@H]12CN(C[C@H](CC1)N2)C=2C1=C(N=C(N2)OC[C@H]2N(CCC2)C)CN(CC1)C=1C=CC=C2C=CC=C(C12)CCC#N